NC=1C(=NC(=C(C1)OC1CC1)Cl)C(=O)O 3-amino-6-chloro-5-cyclopropoxypyridine-2-carboxylic Acid